FC(OC1=CC=C(C=C1)C1=CN=C2N1C=CN=C2NC2=CC(=C(C(=O)NC)C=C2)[N+](=O)[O-])F 4-((3-(4-(di-fluoromethoxy)phenyl)imidazo[1,2-a]pyrazin-8-yl)amino)-N-methyl-2-nitrobenzamide